6-(benzyloxy)-5-iodo-2-(methylthio)pyrimidine-4-carboxylic acid C(C1=CC=CC=C1)OC1=C(C(=NC(=N1)SC)C(=O)O)I